N-(4-(4-(8-(4,4-difluoropiperidin-1-yl)quinolin-6-yl)-1H-1,2,3-triazole-1-yl)-3-(6-azaspiro[2.5]octane-6-yl)phenyl)-1-hydroxy-2-methylpropane-2-sulfonamide FC1(CCN(CC1)C=1C=C(C=C2C=CC=NC12)C=1N=NN(C1)C1=C(C=C(C=C1)NS(=O)(=O)C(CO)(C)C)N1CCC2(CC2)CC1)F